C(CC)OC(CC(=O)C(OOC(C(CC(=O)[O-])=O)CC)CC)=O.[Ti+4].C(CC)OC(CC(=O)C(OOC(C(CC(=O)[O-])=O)CC)CC)=O.C(CC)OC(CC(=O)C(OOC(C(CC(=O)[O-])=O)CC)CC)=O.C(CC)OC(CC(=O)C(OOC(C(CC(=O)[O-])=O)CC)CC)=O titanium propyldioxybis(ethylacetoacetate)